1-(6-(Trifluoromethyl)pyridin-3-yl)ethanone 1H-cyclopenta[1,2-i]phenanthren-7-yl-8-bromooctanoate C1C=CC2=C1C=CC1=C3C=CC(=CC3=CC=C21)OC(CCCCCCCBr)=O.FC(C2=CC=C(C=N2)C(C)=O)(F)F